C(C)OC1=C(C=CC(=N1)OC1CCC2(CNC2)CC1)C(F)(F)F 7-((6-Ethoxy-5-(trifluoromethyl)pyridin-2-yl)oxy)-2-azaspiro[3.5]nonan